N-(3-chloro-4-fluorophenyl)-4-(5-(4-((dimethylamino)methyl)-1-methyl-1H-pyrazol-5-yl)-5-hydroxyoctahydropentalen-2-yl)-1-methyl-1H-imidazole-5-carboxamide ClC=1C=C(C=CC1F)NC(=O)C1=C(N=CN1C)C1CC2CC(CC2C1)(O)C1=C(C=NN1C)CN(C)C